11-fluoro-13-(propan-2-yl)-6,7,13,14-tetrahydro-1,15-ethenopyrazolo[4,3-f]pyrido[3,2-l][1,4,8,10]oxatriazacyclotridecin-4(5H)-one FC1=CC=2C(NC3=NC4=C(C(NCCOC2N=C1)=O)C=NN4C=C3)C(C)C